(±)-3-fluoro-3-methylpyrrolidine F[C@]1(CNCC1)C |r|